3-(5-(5-((+)-1-(4-cyanophenyl)-3-cyclopropyl-1-((S)-1,1-dimethylethylsulfinamido)propyl)-2-fluorophenylcarbamoyl)-3-(trifluoromethyl)-1H-pyrazol-1-yl)benzyl-carbamic t-butyl ester C(C)(C)(C)OC(NCC1=CC(=CC=C1)N1N=C(C=C1C(NC1=C(C=CC(=C1)C(CCC1CC1)(N[S@@](=O)C(C)(C)C)C1=CC=C(C=C1)C#N)F)=O)C(F)(F)F)=O